ClC1=NC2=C(C=CC=C2C(=N1)Cl)C 2,4-dichloro-8-methyl-quinazoline